(1S,3aS,6aR)-2-((R)-2-fluoro-2-(3-fluorophenyl)propanoyl)-N-((R)-4-fluoro-3-oxo-1-((R)-2-oxopyrrolidin-3-yl)butan-2-yl)octahydrocyclopenta[c]pyrrole-1-carboxamide F[C@](C(=O)N1[C@@H]([C@H]2[C@@H](C1)CCC2)C(=O)N[C@H](C[C@@H]2C(NCC2)=O)C(CF)=O)(C)C2=CC(=CC=C2)F